7-(1-((2R,5S)-2-ethyl-5-methylpiperazin-1-yl)ethyl)-2-methylquinoxaline C(C)[C@H]1N(C[C@@H](NC1)C)C(C)C1=CC=C2N=CC(=NC2=C1)C